CNCCCCCCO 6-methylamino-1-hexanol